[O-2].[Zr+4].[Al+3].[La+3].[Li+] Lithium lanthanum aluminum zirconium oxide